FC=1[C@@]2(C3=CC=CC=C3C1F)CC(C(CC2)C(=O)OC)=O methyl (1R)-2',3'-difluoro-3-oxospiro[cyclohexane-1,1'-indene]-4-carboxylate